2-((3aR,5r,6aR)-5-((R)-5-(3,5-difluorophenyl)-4,5-dihydro-1H-pyrazole-1-carbonyl)hexahydrocyclopenta[c]pyrrol-2(1H)-yl)pyrimidine-4-carboxamide FC=1C=C(C=C(C1)F)[C@H]1CC=NN1C(=O)C1C[C@@H]2[C@H](CN(C2)C2=NC=CC(=N2)C(=O)N)C1